NC=1C2=C(N=C(N1)C#N)N(C=C2C#C)[C@@H]2O[C@@H]([C@H]([C@H]2O)O)CSCC=2C(=NOC2C2=CC=CC=C2)C 4-Amino-7-((2R,3R,4S,5S)-3,4-dihydroxy-5-((((3-methyl-5-phenylisoxazol-4-yl)methyl)thio)methyl)tetrahydrofuran-2-yl)-5-ethynyl-7H-pyrrolo[2,3-d]pyrimidine-2-carbonitrile